ClC=1C=CC(=C(C1)C1=CC(=C(N=N1)SCCO)NC1=CC(=NC=C1)NC1=CC(=C(S1)C(=O)OC)C1CCN(CC1)C)F methyl 5-[(4-{[6-(5-chloro-2-fluorophenyl)-3-[(2-hydroxyethyl)sulfanyl]pyridazin-4-yl]amino}pyridin-2-yl)amino]-3-(1-methylpiperidin-4-yl)thiophene-2-carboxylate